1-(oxetan-3-carbonyl)piperidine O1CC(C1)C(=O)N1CCCCC1